N-(6-amino-5-methylpyridin-3-yl)-2-(2-(7-Fluoro-1H-Indazol-5-yl)-5-methylpiperidin-1-yl)-2-oxoacetamide NC1=C(C=C(C=N1)NC(C(=O)N1C(CCC(C1)C)C=1C=C2C=NNC2=C(C1)F)=O)C